2,2-Dimethyl-butyric acid 3-{4-[4-methyl-3-(4-pyridin-3-yl-pyrimidin-2-ylamino)-phenyl-carbamoyl]-phenyl}-piperidin-1-ylmethyl ester CC1=C(C=C(C=C1)NC(=O)C1=CC=C(C=C1)C1CN(CCC1)COC(C(CC)(C)C)=O)NC1=NC=CC(=N1)C=1C=NC=CC1